NC[C@@H](OC=1C(=CC(=NC1)C)C1=CC=2N(C=C1)N=C(C2)NC(=O)C2CC2)C2=CC=CC=C2 N-[5-[5-[(1S)-2-amino-1-phenyl-ethoxy]-2-methyl-4-pyridyl]pyrazolo[1,5-a]pyridin-2-yl]cyclopropanecarboxamide